8-bromo-[1,2,4]triazolo[1,5-a]pyridine-5-carbonyl chloride BrC=1C=2N(C(=CC1)C(=O)Cl)N=CN2